BrC1=C(C=CC(=C1)Cl)N1C(C2=CC(=CC(=C2[C@]1(OC)C1=CC=C(C=C1)Cl)F)[C@](CC)(C1CCOCC1)O)=O (R)-2-(2-bromo-4-chlorophenyl)-3-(4-chlorophenyl)-4-fluoro-6-((S)-1-hydroxy-1-(tetrahydro-2H-pyran-4-yl)propyl)-3-methoxyisoindolin-1-one